C(C1=CC=CC=C1)OC(=O)N1C[C@@H]2CC[C@H](C1)C2C(=O)O (1R,5S,8r)-3-((benzyloxy)carbonyl)-3-azabicyclo[3.2.1]octane-8-carboxylic acid